CC1=CC(=C(C=C1)C1=C(C=CC=C1)NC(C1=NC=CC=C1)=O)[Se]C1=CC=CC=C1 N-(4'-methyl-2'-(phenylselanyl)-[1,1'-biphenyl]-2-yl)picolinamide